FC(C=1C=C(C=C(C1)C(F)(F)F)C1CCN(CC1)C(=O)C1=NNC2=C1CN(CC2)C(=O)OCCCC)(F)F butyl 3-(4-(3,5-bis(trifluoromethyl)phenyl)piperidine-1-carbonyl)-1,4,6,7-tetrahydro-5H-pyrazolo[4,3-c]pyridine-5-carboxylate